4-((1R-15S)-3,8-diazabicyclo[3.2.1]octan-3-yl)-8-fluoro-7-(7-fluoronaphthalen-1-yl)-2-(2-(pyridin-3-yl)ethoxy)pyrido[4,3-d]pyrimidine [C@H]12CN(CC(CC1)N2)C=2C1=C(N=C(N2)OCCC=2C=NC=CC2)C(=C(N=C1)C1=CC=CC2=CC=C(C=C12)F)F